α,α,4-trifluoro-2-pyridinepropionic acid FC(C(=O)O)(CC1=NC=CC(=C1)F)F